ClC1=NC=C(C=2N1N=CN2)C 5-chloro-8-methyl-[1,2,4]triazolo[1,5-c]pyrimidine